CS(=O)(=N)C1=NC=CC(=C1)NC(=O)C1=C(C=NN1)C(F)(F)F N-(2-(S-methylsulfonimidoyl)pyridin-4-yl)-4-(trifluoromethyl)-1H-pyrazole-5-carboxamide